2-(trimethylsilyl)ethyl 2-(4-bromophenyl)-7-((tert-butyldimethylsilyl)oxy)-2,6,6-trimethylheptanoate BrC1=CC=C(C=C1)C(C(=O)OCC[Si](C)(C)C)(CCCC(CO[Si](C)(C)C(C)(C)C)(C)C)C